CN1C(=NC=CC1=O)C(=O)O 1-methyl-6-oxo-1,6-dihydropyrimidine-2-carboxylic Acid